C(C)(C)(C)C1=C(C2=C(N=CN=C2OC2=C(C=CC=C2F)F)S1)N1CCOCC1 4-(6-(tert-butyl)-4-(2,6-difluorophenoxy)thieno[2,3-d]pyrimidin-5-yl)morpholine